COC1=NC(=C(C(=N1)N)C1=CC=NC=C1)C1=CC=CC=C1 2-methoxy-6-phenyl-5-(pyridin-4-yl)pyrimidin-4-amine